N-(4-(4-amino-2-butyl-1H-imidazo[4,5-c][1,5]naphthyridin-1-yl)butyl)pyrazine NC1=NC=2C=CC=NC2C2=C1N=C(N2CCCCN2CC=NC=C2)CCCC